6-chloro-N-[(2S)-1-({(1S)-1-cyano-2-[(3S)-2-oxopyrrolidin-3-yl]ethyl}amino)-4,4-dimethyl-1-oxopentan-2-yl]-1H-indole-2-carboxamide ClC1=CC=C2C=C(NC2=C1)C(=O)N[C@H](C(=O)N[C@@H](C[C@H]1C(NCC1)=O)C#N)CC(C)(C)C